CS(=O)(=O)CCN1C(C=2C=C3C(=CC2C1=O)C(NC3=O)=O)=O 6-(2-(Methylsulfonyl)ethyl)-1,3,5,7-tetraoxo-3,5,6,7-tetrahydropyrrolo[3,4-f]isoindol